CC1C(=C(C=2CCCCC12)C)[Ti](C)(C)C 1,3-dimethyl-4,5,6,7-tetrahydroindenyl-trimethyl-titanium